O=S1(CCOCC2=C1C=C(C=C2)C(=O)N2[C@@H](CCC2)C(=O)NC=2SC=C(N2)C=2C=C(C=CC2)C2=CC=C(C=C2)C=C)=O (S)-1-(1,1-dioxido-2,3-dihydro-5H-benzo[e][1,4]oxathiepine-8-carbonyl)-N-(4-(4'-vinyl-[1,1'-biphenyl]-3-yl)thiazol-2-yl)pyrrolidine-2-carboxamide